methyl-2-[3,5-dibromo-2-({[3-bromo-1-(3-chloropyridin-2-yl)-1H-pyrazol-5-yl]carbonyl}amino)benzoyl]-1,2-dimethylhydrazinecarboxylate COC(=O)N(N(C)C(C1=C(C(=CC(=C1)Br)Br)NC(=O)C1=CC(=NN1C1=NC=CC=C1Cl)Br)=O)C